C(C(=O)O)(=O)O.C(C)C=1C=C2CC(CC2=CC1CC)NC[C@H](O)C1=C2C=CC(NC2=C(C=C1)OCC1=CC=CC=C1)=O (R)-5-[2-(5,6-diethyl-indan-2-ylamino)-1-hydroxy-ethyl]-8-benzyloxy-1H-quinolin-2-one oxalate salt